2-bromo-3-(chloromethyl)-8-(2-ethoxyethyl)-9-fluoro-6,7-dihydro-1H,5H-pyrido[3,2,1-ij]quinolin-1-one BrC1=C(N2C3=C(C(=C(C=C3C1=O)F)CCOCC)CCC2)CCl